C1(CCCC1)N1[C@@H](C(N(C=2C=NC(=NC12)NC1=C(C=C(C=C1)C=1OC(=NN1)C(=O)N1CCN(CC1)C)OC)C)=O)CC (R)-8-cyclopentyl-7-ethyl-2-((2-methoxy-4-(5-(4-methylpiperazine-1-carbonyl)-1,3,4-oxadiazol-2-yl)phenyl)amino)-5-methyl-7,8-dihydropteridin-6(5H)-one